(3-fluoro-2-methyl-6-((2R,3R,4R,5R,6R)-3,4,5-tris(benzyloxy)-6-((benzoyloxy) methyl) tetrahydro-2H-pyran-2-yl) phenyl) acrylate C(C=C)(=O)OC1=C(C(=CC=C1[C@H]1O[C@@H]([C@H]([C@@H]([C@@H]1OCC1=CC=CC=C1)OCC1=CC=CC=C1)OCC1=CC=CC=C1)COC(C1=CC=CC=C1)=O)F)C